2-(tert-butyl) 3-ethyl (1S,3S,5R)-5-((3-((methylsulfonyl)oxy)propoxy) methyl)-2-azabicyclo[3.1.0]hexane-2,3-dicarboxylate CS(=O)(=O)OCCCOC[C@@]12C[C@H](N([C@H]2C1)C(=O)OC(C)(C)C)C(=O)OCC